[N-](S(=O)(=O)C(F)(F)F)S(=O)(=O)C(F)(F)F.C(CCC)[N+]1(CCCC1)C 1-butyl-1-methyl-pyrrolidinium bis(trifluoromethanesulfonyl)imide